2-chloro-4-(4,4,5,5-tetramethyl-1,3,2-dioxaborolan-2-yl)benzonitrile ClC1=C(C#N)C=CC(=C1)B1OC(C(O1)(C)C)(C)C